CC1=C(C=CC(=C1)[N+](=O)[O-])S(=O)C1=CC=C(C=C1)C(F)(F)F 2-methyl-4-nitro-1-(4-(trifluoromethyl)phenylsulfinyl)benzene